OC(C)(C)C1=CN=C(S1)[S@@](=O)(N)=NC(NC1=C2CCCC2=CC=2OCCC21)=O |o1:9| (R) or (S)-5-(2-hydroxypropan-2-yl)-N'-((3,5,6,7-tetrahydro-2H-indeno[5,6-b]furan-4-yl)carbamoyl)thiazole-2-sulfonimidamide